4-[4-(2,2-dimethyl-2,3-dihydro-benzofuran-4-yl)-phenoxy]-butyric acid ethyl ester C(C)OC(CCCOC1=CC=C(C=C1)C1=CC=CC2=C1CC(O2)(C)C)=O